(Z)-1-cyclopropyl-3-(3-nitrophenyl)-3-thiocyanato-prop-2-en-1-one C1(CC1)C(\C=C(/SC#N)\C1=CC(=CC=C1)[N+](=O)[O-])=O